C(C)(=O)OC(C)C1(CCC1)C(=O)O 1-(1-acetoxyethyl)cyclobutane-1-carboxylic acid